N-[2-(1-benzylpiperidin-4-yl)ethyl]-4-[4-(trifluoromethoxy)phenyl]piperazine-1-carboxamide C(C1=CC=CC=C1)N1CCC(CC1)CCNC(=O)N1CCN(CC1)C1=CC=C(C=C1)OC(F)(F)F